(1R,2R,3S,3aR,8bS)-1,8b-dihydroxy-6,8-dimethoxy-3a-(4-methoxyphenyl)-3-phenyl-N-(N-(prop-2-yn-1-yl)sulfamoyl)-2,3,3a,8b-tetrahydro-1H-cyclopenta[b]benzofuran-2-carboxamide O[C@@H]1[C@@H]([C@H]([C@@]2(OC3=C([C@@]21O)C(=CC(=C3)OC)OC)C3=CC=C(C=C3)OC)C3=CC=CC=C3)C(=O)NS(NCC#C)(=O)=O